BrC/C=C/C(=O)N1[C@@H](CCC1)COC=1C=NC=CC1C1=C(C=2C(NCCC2N1)=O)NC1=C(C(=CC=C1)F)OC (S,E)-2-(3-((1-(4-bromobut-2-enoyl)pyrrolidin-2-yl)methoxy)pyridin-4-yl)-3-((3-fluoro-2-methoxyphenyl)amino)-1,5,6,7-tetrahydro-4H-pyrrolo[3,2-c]pyridin-4-one